FC(COC(OCC(C(F)F)(F)F)OCC(C(F)F)(F)F)(C(F)F)F tris(2,2,3,3-tetrafluoropropoxy)methane